The molecule is a 4-oxo monocarboxylic acid that is 4-oxobutanoic acid which is substituted by a hydroxymethyl group at position 2. It is a 4-oxo monocarboxylic acid, a 3-hydroxy monocarboxylic acid and an alpha-CH2-containing aldehyde. It derives from a butyric acid. It is a conjugate acid of a 2-(hydroxymethyl)-4-oxobutanoate. C(C=O)C(CO)C(=O)O